butyl-methylxanthine C(CCC)CC1=NC=2NC(NC(C2N1)=O)=O